2-[5-[1-(2-Fluoro-6-methyl-phenyl)-piperidin-4-yl]-6-oxo-7-(2-trifluoromethyl-benzyl)-4,5,6,7-tetrahydro-pyrazolo[3,4-d]pyrimidin-2-yl]-acetamid FC1=C(C(=CC=C1)C)N1CCC(CC1)N1C(N(C=2C(C1)=CN(N2)CC(=O)N)CC2=C(C=CC=C2)C(F)(F)F)=O